N,N-bis[3-(3,5-di-t-butyl-4-hydroxyphenyl)propionyl]hexanediamine C(C)(C)(C)C=1C=C(C=C(C1O)C(C)(C)C)CCC(=O)N(C(CCCCC)N)C(CCC1=CC(=C(C(=C1)C(C)(C)C)O)C(C)(C)C)=O